(2S)-2-[(3S,5Z)-5-[[4-[(E)-3-(4-Fluorophenyl)-3-oxoprop-1-enyl]phenyl]methylidene]-1-oxo-3-sulfanyl-1,2,4-thiadiazolidin-2-yl]-3-phenylpropanoic acid FC1=CC=C(C=C1)C(/C=C/C1=CC=C(C=C1)\C=C/1\N[C@@H](N(S1=O)[C@H](C(=O)O)CC1=CC=CC=C1)S)=O